N1(CCCC2=CC=CC=C12)C(=O)[O-] 3,4-dihydroquinoline-1(2H)-carboxylate